C1=CC(=S)N(C=C1)O 2-mercaptopyridine-N-oxide